N-((2-chlorothiazol-5-yl)methyl)-3-methylpyridine-2-amine ClC=1SC(=CN1)CNC1=NC=CC=C1C